4-((R or S)-4-((1R,5S)-3,8-diazabicyclo[3.2.1]octan-3-yl)-6,8-dichloro-2-(3-(dimethylamino)azetidin-1-yl)quinazolin-7-yl)naphthalen-2-ol [C@H]12CN(C[C@H](CC1)N2)C2=NC(=NC1=C(C(=C(C=C21)Cl)C2=CC(=CC1=CC=CC=C21)O)Cl)N2CC(C2)N(C)C